C1(=CC=CC=C1)N(C1=CC=C(C=C1)C1=CC=C(C=C1)N(C1=CC=C(C=C1)C)C1=CC=CC=C1)C1=CC=C(C=C1)C N,N'-diphenyl-N,N'-bis(4-methylphenyl)-4,4'-biphenyldiamine